N=1C=CN2C1C=NC(=C2)N2S(CCC2)(=O)=O 2-(imidazo[1,2-a]pyrazin-6-yl)isothiazolidine 1,1-dioxide